C(C1=CC=CC=C1)C=1C=NC(=NC1)N1C(CN(CC1)C=1C=NN2C1C=CC(=C2)C=2C=NN(C2)C)C 3-(4-(5-benzyl-pyrimidin-2-yl)-3-methylpiperazin-1-yl)-6-(1-methyl-1H-pyrazol-4-yl)pyrazolo[1,5-a]pyridine